(1S,2R)-2-((S)-8-Fluoro-5H-imidazo[5,1-a]isoindol-5-yl)-7-oxaspiro[3.5]nonan-1-ol FC1=CC=C2[C@@H](N3C(C2=C1)=CN=C3)[C@@H]3[C@@H](C1(C3)CCOCC1)O